N[C@@H](COC(C(F)(F)F)(C)C)C1=NC2=C(N1)C=CC(=C2)[C@@H](COC2CC2)N2C(N[C@@H](C2([2H])[2H])C(F)(F)F)=O |o1:1,20,29| (S*)-1-((S*)-1-(2-((R*)-1-Amino-2-((1,1,1-trifluoro-2-methylpropan-2-yl)oxy)ethyl)-1H-benzo[d]imidazol-5-yl)-2-cyclopropoxyethyl)-4-(trifluoromethyl)imidazolidin-2-one-5,5-d2